C(C)C=1C=CC2=C(C3=CC=CC=C3C=C2C1)OC(=O)C1C(C2C=CC1C2)C(=O)O 3-Ethyl-9-[2-carboxy(3,6-methano-4-cyclohexenyl)]carbonyloxyanthracene